FC(COC(OCC(F)(F)F)([O-])C)(F)F.[F-].C[N+]1=CC(=CC=C1)CCCC.C[N+]1=CC(=CC=C1)CCCC 1-Methyl-3-butylpyridinium fluorid Bis(2,2,2-trifluoroethyl)methyl-orthoformate